ClC=1N=CC2=C(C=CC(=C2C1)C(C)C)N1C([C@H](C1)CS(=O)(=O)[O-])(C)C ((2R,3S)-1-(3-chloro-5-isopropylisoquinolin-8-yl)-Methyl 2-methylazetidin-3-yl)methanesulfonate